1-[4-[7-(6-amino-3-cyclopropylpyridin-2-yl)-6-methoxyquinazolin-4-yl]Piperazin-1-yl]Prop-2-en-1-one NC1=CC=C(C(=N1)C1=C(C=C2C(=NC=NC2=C1)N1CCN(CC1)C(C=C)=O)OC)C1CC1